FC=1C(=C(C=CC1F)[C@@H]1CO[C@H]([C@@H]1C)C(C)C)OC (2S,3R,4R,5S)-3-(3,4-difluoro-2-methoxy-phenyl)-5-isopropyl-4-methyl-tetrahydrofuran